N1N=CC2=CC=CC(=C12)CN1CCC2(CC1)COC1=C3CN(C(C3=C(C=C12)Cl)=O)[C@@H]1C(NC(CC1)=O)=O (S)-3-(1'-((1H-indazol-7-yl)methyl)-5-chloro-6-oxo-6,8-dihydro-2H,7H-spiro[furo[2,3-e]isoindol-3,4'-piperidin]-7-yl)piperidine-2,6-dione